N-(6-amino-5-methyl-3-pyridyl)-2-[(2S)-2-[3-(dimethylamino)phenyl]-1-piperidyl]-2-oxo-acetamide NC1=C(C=C(C=N1)NC(C(=O)N1[C@@H](CCCC1)C1=CC(=CC=C1)N(C)C)=O)C